S(O)(O)(=O)=O.[BH4-].[Na+] sodium tetrahydroborate-sulfuric acid